F[C@H]1CN(C[C@H]1F)C=1C=2N(N=C(C1)C=1C(=NC(=NC1)OC)OC)C(=CN2)F 8-[(3S,4R)-3,4-difluoropyrrolidin-1-yl]-6-(2,4-dimethoxypyrimidin-5-yl)-3-fluoro-imidazo[1,2-b]pyridazine